C1(CCC1)SC1=NC=CC=C1C1=CC(=C(C(=C1)F)C1C(C1)CCC(=O)O)F 3-{2-[4-(2-Cyclobutylsulfanyl-pyridin-3-yl)-2,6-difluoro-phenyl]-cyclopropyl}-propionic acid